3-{5-[(5-chlorothiophen-2-yl)methoxy]-1-(2-methoxybenzoyl)-1H-pyrazol-3-yl}-1-(morpholine-4-carbonyl)-4-(trifluoromethyl)piperidin-2-one ClC1=CC=C(S1)COC1=CC(=NN1C(C1=C(C=CC=C1)OC)=O)C1C(N(CCC1C(F)(F)F)C(=O)N1CCOCC1)=O